FC1=C(C=C(C=C1)N(C(=O)C=1C=C2C(=NC1)N=CN2)C)OC N-(4-fluoro-3-methoxy-phenyl)-N-methyl-1H-imidazo[4,5-b]pyridine-6-carboxamide